C(C)(C)C(C(=O)O)CCCCCCCCCC.C(CCCCCCCCCCC)(=O)OC(C)C isopropyl laurate (isopropyl laurate)